C(C1=CC=CC=C1)N1C[C@@H](N(C[C@H]1CC)C(=O)OC(C)(C)C)C tert-Butyl (2S,5R)-4-benzyl-5-ethyl-2-methylpiperazine-1-carboxylate